ClC1=NC(=C(C(=N1)Cl)C(F)(F)F)C 2,4-Dichloro-6-methyl-5-(trifluoromethyl)pyrimidine